ClC1=NC=NC(=C1NC(OC(C)(C)C)=O)Cl tert-butyl (4,6-dichloropyrimidin-5-yl)carbamate